6'-((1S,2S)-2-(5-bromopyrazolo[1,5-a]pyrimidin-7-yl)cyclopropyl)-1'-(2,2,2-trifluoroethyl)spiro[cyclopropane-1,3'-indolin]-2'-one BrC1=NC=2N(C(=C1)[C@@H]1[C@H](C1)C1=CC=C3C4(C(N(C3=C1)CC(F)(F)F)=O)CC4)N=CC2